[Si](C1=CC=CC=C1)(C1=CC=CC=C1)(C(C)(C)C)OC[C@@H]1[C@@H](CC1)O (1R,2R)-2-(((TERT-BUTYLDIPHENYLSILYL)OXY)METHYL)CYCLOBUTANOL